4-(azidomethyl)-4-fluorooxane N(=[N+]=[N-])CC1(CCOCC1)F